ClC1=CC(=C(C=C1S)N1C(N(C(=CC1=O)C(F)(F)F)C)=O)F 3-(4-Chloro-2-fluoro-5-sulfanylphenyl)-1-methyl-6-(trifluoromethyl)pyrimidin-2,4(1H,3H)-dion